3,4-dihydro-2H-1,3-benzoOxazine O1CNCC2=C1C=CC=C2